[Li].ClC1(CC(C=CC1)(C)O)C m-chloro-m-xylenol lithium